FC(C)(F)C1=C(C(=C(C=N1)N1CCC(C2=CC(=CC(=C12)C#N)F)(F)F)C)F 1-[6-(1,1-difluoroethyl)-5-fluoro-4-methylpyridin-3-yl]-4,4,6-trifluoro-2,3-dihydroquinoline-8-carbonitrile